(S)-7-((6-methoxy-2-methyl-4-((1-(4-(2-((methylamino)methyl)phenyl)thiophen-2-yl)ethyl)amino)quinazolin-7-yl)oxy)-1-(piperidin-1-yl)heptan-1-one COC=1C=C2C(=NC(=NC2=CC1OCCCCCCC(=O)N1CCCCC1)C)N[C@@H](C)C=1SC=C(C1)C1=C(C=CC=C1)CNC